2-fluoro-3-(trifluoromethyl)phenol FC1=C(C=CC=C1C(F)(F)F)O